N(C(=O)C)C1CCC(CC1)NC[C@@]1(OC2=C(C1)C(=C(C(=C2)F)Cl)C2=C(C(=O)N)C=CC(=C2F)OC(F)F)C2=CC=CC=C2 2-((2s,4s)-2-(((4-acetaminocyclohexyl)amino)methyl)-5-chloro-6-fluoro-2-phenyl-2,3-dihydrobenzofuran-4-yl)-4-(difluoromethoxy)-3-fluorobenzamide